FC=1C(=CC(=C(C(=O)O)C1)N1CCC2(CC2)CC1)I 5-fluoro-4-iodo-2-(6-azaspiro[2.5]octane-6-yl)benzoic acid